(7S,8S)-8-Hydroxy-7-((R)-5H-imidazo[5,1-a]isoindol-5-yl)-5,6,7,8-tetrahydrochinolin-3-carbonitril O[C@H]1[C@@H](CCC=2C=C(C=NC12)C#N)[C@H]1N2C(C3=CC=CC=C13)=CN=C2